4-(4-methylpyridin-3-yl)-N-(pyridin-2-yl)quinoline CC1=C(C=NC=C1)C1=CCN(C2=CC=CC=C12)C1=NC=CC=C1